1-benzyl-6-(3,5-dimethylisoxazol-4-yl)-2-oxo-2,3-dihydro-1H-benzo[d]imidazole-4-carbonitrile C(C1=CC=CC=C1)N1C(NC2=C1C=C(C=C2C#N)C=2C(=NOC2C)C)=O